ClC1=CC=C(C=C1)[C@@H]1COC2=C(O1)C=CC=C2C2CCN(CC2)CC=2N(C(=CN2)/C=C/C(=O)O)CC2=CN=CO2 (R,E)-3-(2-((4-(2-(4-chlorophenyl)-2,3-dihydrobenzo[b][1,4]dioxin-5-yl)piperidin-1-yl)methyl)-1-(oxazol-5-ylmethyl)-1H-imidazol-5-yl)acrylic acid